2-chloro-4-(4-ethyl-phenoxy)-pyrimidine ClC1=NC=CC(=N1)OC1=CC=C(C=C1)CC